(1R,4S,5R)-5-methylquinuclidin-3-one C[C@@H]1[C@H]2C(CN(C1)CC2)=O